(3,3-dimethyl-1-cyclohexen-1-yl)-4-penten-1-one CC1(C=C(CCC1)C(CCC=C)=O)C